((3R)-8-(2-(difluoromethyl)phenoxy)-1,7-dimethyl-2-oxo-1,2,3,4-tetrahydroquinolin-3-yl)urea FC(C1=C(OC=2C(=CC=C3C[C@H](C(N(C23)C)=O)NC(=O)N)C)C=CC=C1)F